COC=1C=C(CN(CCC2=CC=C(C=C2)NC(=O)C2=C(C=C(C(=O)OC)C=C2)NC(=O)C=2OC3=CC=CC=C3C(C2)=O)CC2=CC(=C(C=C2)OC)OC)C=CC1OC Methyl 4-((4-(2-(bis(3,4-dimethoxybenzyl)amino)ethyl)phenyl)carbamoyl)-3-(4-oxo-4H-chromene-2-carboxamido)benzoate